N-((5-Chloro-8-hydroxy-3-methyl-1-oxo-7-isochromanyl)carbonyl)threonine ClC1=C2CC(OC(C2=C(C(=C1)C(=O)N[C@@H]([C@H](O)C)C(=O)O)O)=O)C